C1(CC1)C1=NC=NC(=C1C1=NC(=CC(=N1)S(=O)(=O)C)OCC1=CC=C(C=C1)C=1N(C=C(N1)C(F)(F)F)C)OC 2-(4-cyclopropyl-6-methoxy-pyrimidin-5-yl)-4-methylsulfonyl-6-[[4-[1-methyl-4-(trifluoromethyl)imidazol-2-yl]phenyl]methoxy]pyrimidine